(E)-6-methoxy-4-(4-methoxystyryl)-N-(phenylsulfonyl)benzofuran-2-carboxamide COC1=CC2=C(C=C(O2)C(=O)NS(=O)(=O)C2=CC=CC=C2)C(=C1)\C=C\C1=CC=C(C=C1)OC